vinyl octadecanoate C(CCCCCCCCCCCCCCCCC)(=O)OC=C